4-(1-methylcyclobutoxy)-N2-(pyridin-2-ylmethyl)pyridine-2,3-diamine CC1(CCC1)OC1=C(C(=NC=C1)NCC1=NC=CC=C1)N